ClC=1N=C(C2=C(N1)C=C(S2)C#CCO)N2CCOCC2 3-(2-chloro-4-morpholinothieno[3,2-d]pyrimidin-6-yl)prop-2-yn-1-ol